The molecule is a HETE anion that is the conjugate base of 13-HETE, obtained by deprotonation of the carboxy group; major species at pH 7.3. It derives from an arachidonate. It is a conjugate base of a 13-HETE. CCCCC/C=C\\C(/C=C\\C/C=C\\C/C=C\\CCCC(=O)[O-])O